ClC=1N=CC=C2C=C(C(=NC12)/N=C/NO)C(=O)OCC (E)-ethyl 8-chloro-2-(((hydroxyamino)methylene)amino)-1,7-naphthyridine-3-carboxylate